FC(C(=O)O)(F)F.CN(C=1C=CC(=NC1)NC(=O)C1CNC1)C N-[5-(dimethylamino)pyridin-2-yl]azetidine-3-carboxamide trifluoroacetate